1-(3-fluorophenyl)-4-((4-((2-methoxy-3-(1-methyl-1H-1,2,4-triazol-3-yl)phenyl)amino)-5-propionylpyridin-2-yl)amino)pyrimidin-2(1H)-one FC=1C=C(C=CC1)N1C(N=C(C=C1)NC1=NC=C(C(=C1)NC1=C(C(=CC=C1)C1=NN(C=N1)C)OC)C(CC)=O)=O